COC1(CC1)C1=NN=C(O1)C1=C(NC2=CC=C(C=C2)C(F)(F)F)C=CC=C1 2-(5-(1-methoxycyclopropyl)-1,3,4-oxadiazol-2-yl)-N-(4-(trifluoromethyl)phenyl)aniline